[Si](C)(C)(C(C)(C)C)OCC1=C2C=CN(C2=C(C=C1OC)C)C(=O)OC(C)(C)C tert-Butyl 4-((tert-butyldimethylsilyloxy) methyl)-5-methoxy-7-methyl-1H-indole-1-carboxylate